ClC1=CC=C(C=C1)C=1C2=C(NC(C(N1)COC)=O)SC(=C2C)C 5-(4-Chlorophenyl)-3-(methoxymethyl)-6,7-dimethyl-1,3-dihydro-2H-thieno[2,3-e][1,4]diazepin-2-one